ClC1=CC=C(C=C1)C1=NN=C(S1)[C@@H]1CC[C@H](CC1)C(=O)NC1=NC2=CC=C(C=C2C=C1)Cl trans-4-(5-(4-chlorophenyl)-1,3,4-thiadiazol-2-yl)-N-(6-chloroquinolin-2-yl)cyclohexane-1-carboxamide